C(C1=CC=CC=C1)OC1=CC=C(C=C1)C1COC1 3-(4-(benzyloxy)phenyl)oxetane